3-(sec-butyl)-N-(1-ethyl-6-oxo-1,6-dihydropyridin-3-yl)-2-oxo-1,2,3,5-tetrahydro-4H-benzo[1,4]diazepine-4-carboxamide C(C)(CC)C1C(NC2=C(CN1C(=O)NC1=CN(C(C=C1)=O)CC)C=CC=C2)=O